1,3-Bis(mercaptomethylthio)propan SCSCCCSCS